8-((3-hydroxy-2-methoxypropyl)thio)quinazoline-2,4(1H,3H)-dione OCC(CSC=1C=CC=C2C(NC(NC12)=O)=O)OC